Cl.C1=C(C=CC2=CC=CC=C12)C1=C2C=NN(C2=CC=C1)CCN1CCOCC1 4-(2-(4-(naphthalen-2-yl)-1h-indazol-1-yl)ethyl)morpholine hydrochloride